NC(CO)C1COCC1 2-amino-2-(tetrahydrofuran-3-yl)-ethanol